CN(C(OC1=C(C=C2C(=C(C(OC2=C1)=O)CC1=C(C(=NC=C1)NS(NC)(=O)=O)F)CCl)Cl)=O)C 6-chloro-4-(chloromethyl)-3-((3-fluoro-2-((N-methylsulfamoyl)amino)pyridin-4-yl)methyl)-2-oxo-2H-chromen-7-yl dimethylcarbamate